C1(CC1)C1=CC=C(C(=N1)N1CC2=C(C1=O)C=C(S2)C(C(F)(F)F)(F)F)S(=O)(=O)CC 5-(6-cyclopropyl-3-ethylsulfonyl-2-pyridyl)-2-(1,1,2,2,2-pentafluoroethyl)-6H-thieno[2,3-c]pyrrol-4-one